2-({5-chloro-7-oxo-7,8-dihydro-6H-spiro[[1,3]oxazolo[5,4-f]quinazoline-9,1'-cyclohexane]-2-ylmethyl}amino)-N,N-diethylacetamide ClC=1C=C2C(=C3C1NC(NC31CCCCC1)=O)OC(=N2)CNCC(=O)N(CC)CC